(2RS)-2-[2-({2-chloro-4-fluoro-5-[3-methyl-2,6-dioxo-4-(trifluoromethyl)-3,6-dihydropyrimidin-1(2H)-yl]Phenyl}thio)phenoxy]Propionic acid ClC1=C(C=C(C(=C1)F)N1C(N(C(=CC1=O)C(F)(F)F)C)=O)SC1=C(O[C@@H](C(=O)O)C)C=CC=C1 |r|